pentaerythritol tetra(2-ethylhexanoate) cetyl-octanoate C(CCCCCCCCCCCCCCC)C(C(=O)O)CCCCCC.C(C)C(C(=O)O)CCCC.C(C)C(C(=O)O)CCCC.C(C)C(C(=O)O)CCCC.C(C)C(C(=O)O)CCCC.OCC(CO)(CO)CO